di(4-tritylphenyl) carbonate C(OC1=CC=C(C=C1)C(C1=CC=CC=C1)(C1=CC=CC=C1)C1=CC=CC=C1)(OC1=CC=C(C=C1)C(C1=CC=CC=C1)(C1=CC=CC=C1)C1=CC=CC=C1)=O